Cl[SiH]1C[SiH](C1)CC 1-chloro-3-ethyl-1,3-disilacyclobutane